9-chloro-5-[4-[(3S)-1-(3-fluoropropyl)pyrrolidin-3-yl]oxyphenyl]-4-indolin-5-yl-2,3-dihydro-1-benzoxepin-8-ol ClC1=C(C=CC=2C(=C(CCOC21)C=2C=C1CCNC1=CC2)C2=CC=C(C=C2)O[C@@H]2CN(CC2)CCCF)O